methyl (Z)-3-methoxy-2-[2-methyl-5-[4-(trifluoromethyl)triazol-2-yl]phenoxy]-prop-2-enoate CO\C=C(\C(=O)OC)/OC1=C(C=CC(=C1)N1N=CC(=N1)C(F)(F)F)C